heliomorphin [HeH]OC=1C=CC=2C[C@@H]3[C@@H]4C=C[C@@H]([C@H]5[C@@]4(C2C1O5)CCN3C)O